C(C(C)(C)C)(=O)O.C(C(C)(C)C)(=O)OOCCCCC amyl peroxypivalate (pivalate)